[1-[4-[Methyl(tetrahydropyran-4-yl)amino]-5-oxido-6,7-dihydrothieno[3,2-d]pyrimidin-5-ium-2-yl]azetidin-3-yl]-1-(dimethylcarbamoyl)piperidin-4-carboxylat CN(C=1C2=C(N=C(N1)N1CC(C1)OC(=O)C1CCN(CC1)C(N(C)C)=O)CC[S+]2[O-])C2CCOCC2